COC(=O)NS(=O)(=O)C1=CC=C(C=C1)OC(F)(F)F Methoxycarbonyl-4-(trifluoromethoxy)phenyl-Sulfonamide